CN1C(=NC=C1)C=1C2=CC=C(N2)C=C2C=CC(C(=C3C=CC(=CC=4C=CC1N4)N3)C=3N(C=CN3)C)=N2 5,15-bis(1-methylimidazol-2-yl)porphyrin